P(OCC)(OCC)(=O)N=[N+]=[N-] diethyl phosphorazidate